(S)-Ethyl(imino)(4-((4-(isoindolin-2-ylmethyl)-2-(methylsulfonyl)phenoxy)-methyl)phenyl)-λ6-sulfanone C(C)[S@](=O)(C1=CC=C(C=C1)COC1=C(C=C(C=C1)CN1CC2=CC=CC=C2C1)S(=O)(=O)C)=N